4-(2-bromo-4-fluorophenyl)-6-(morpholinomethyl)-2-(thiazol-2-yl)-1,4-dihydropyrimidine-5-carboxylic acid ethyl ester C(C)OC(=O)C=1C(N=C(NC1CN1CCOCC1)C=1SC=CN1)C1=C(C=C(C=C1)F)Br